ClC=1C(=C(C=CC1)NC1=C(C(=O)N2C=CC3=C2N=CN=C3C=3C=NN(C3)[C@H](CC#N)C3CCCC3)C=CC=C1)C (R)-3-(4-(7-(2-((3-chloro-2-methylphenyl)amino)benzoyl)-7H-pyrrolo[2,3-d]pyrimidin-4-yl)-1H-pyrazol-1-yl)-3-cyclopentylpropionitrile